(R)-N2-(3,3-Difluoro-1-(oxetan-3-yl)piperidin-4-yl)-N4-methyl-5-(3-(2,2,2-trifluoroethyl)-3H-[1,2,3]triazolo[4,5-b]pyridin-5-yl)pyrrolo[2,1-f][1,2,4]triazine-2,4-diamine FC1(CN(CC[C@H]1NC1=NN2C(C(=N1)NC)=C(C=C2)C2=CC=C1C(=N2)N(N=N1)CC(F)(F)F)C1COC1)F